7-Bromo-2-(chloromethyl)quinazoline BrC1=CC=C2C=NC(=NC2=C1)CCl